C1(CC=CC1)CO cyclopent-3-enyl-methanol